C(C)(C)(C)OC(C1=C(C(=CC=C1)[N+](=O)[O-])C)=O tert-butyl-2-methyl-3-nitrobenzoate